COC=1C=C(CN2C(N3C(CC2)CN(CC3)C(=O)OC(C)(C)C)=O)C=CC1 tert-butyl 7-(3-methoxybenzyl)-6-oxooctahydro-2H-pyrazino[1,2-c]pyrimidine-2-carboxylate